5-{(3R)-1-[1-(dimethylamino)propan-2-yl]-5',6'-dihydrospiro[pyrrolidine-3,4'-pyrrolo[1,2-b]pyrazol]-2'-yl}-3-(trifluoromethyl)pyridin-2-amine CN(CC(C)N1C[C@]2(CCN3N=C(C=C32)C=3C=C(C(=NC3)N)C(F)(F)F)CC1)C